ClC1=NC=CC(=C1C(C(F)F)=O)F 1-(2-chloro-4-fluoropyridin-3-yl)-2,2-difluoroethan-1-one